(S)-N4-(2-(1H-1,2,4-triazol-5-yl)phenyl)-5-chloro-N2-(7-(pyrrolidin-1-yl)-6,7,8,9-tetrahydro-5H-benzo[7]annulen-2-yl)pyrimidine-2,4-diamine N1N=CN=C1C1=C(C=CC=C1)NC1=NC(=NC=C1Cl)NC=1C=CC2=C(CC[C@H](CC2)N2CCCC2)C1